C1(CCCCC1)C(C(=O)[O-])(C(=O)[O-])C1CCCCC1.[Ba+2] barium 2,2-dicyclohexylmalonate